7-[8-chloro-11-[3-(4-chloro-3,5-dimethyl-phenoxy)propyl]-7-(4,6-dimethylpyrimidin-5-yl)-1-oxo-4,5-dihydro-3H-[1,4]diazepino[1,2-a]indol-2-yl]-1-methyl-indole-3-carboxylic Acid ClC=1C=CC=2C(=C3N(C2C1C=1C(=NC=NC1C)C)CCCN(C3=O)C=3C=CC=C1C(=CN(C31)C)C(=O)O)CCCOC3=CC(=C(C(=C3)C)Cl)C